C(C)(C)(C)OC(=O)N1CCC(CC1)N1N=C(C=C1)CO.N1N=C(N=C1)C1=C2C(=NC=C1)N(N=C2CNC(C=C)=O)C2=CC=C(C=C2)OC(F)(F)F N-((4-(1H-1,2,4-triazol-3-yl)-1-(4-(trifluoromethoxy)phenyl)-1H-pyrazolo[3,4-b]pyridin-3-yl)methyl)acrylamide tert-butyl-4-(3-(hydroxymethyl)-1H-pyrazol-1-yl)piperidine-1-carboxylate